CC1=C(C(NC(=C1)C)=O)CC1=C(C(=C(C(=O)N)C=C1[N+](=O)[O-])C)N(C1CCOCC1)CC ((4,6-dimethyl-2-oxo-1,2-dihydropyridin-3-yl)methyl)-3-(ethyl-(tetrahydro-2H-pyran-4-yl)amino)-2-methyl-5-nitrobenzamide